ClC1=C(C=CC=C1)S(=O)(=O)NC1=NC(=C(C=C1)CCC=1C=NC(=NC1)NC1CCC(CC1)O)C 2-chloro-N-(5-(2-(2-(((1r,4r)-4-hydroxycyclohexyl)amino)pyrimidin-5-yl)ethyl)-6-methylpyridin-2-yl)benzenesulfonamide